3-amino-4-((1-methoxy-1-oxobutan-2-yl)amino)benzoic acid ethyl ester C(C)OC(C1=CC(=C(C=C1)NC(C(=O)OC)CC)N)=O